CC=1C=C2C=C(C(NC2=CC1C)=O)CNCC1=NC=CC=C1 6,7-dimethyl-3-[(2-pyridylmethylamino)methyl]-1H-quinolin-2-one